[N+](=O)([O-])C=1C=C(C=CC1)N1CCN(CC1)CCN(CC1=NC=CC=C1)CC1=NC=CC=C1 2-(4-(3-nitrophenyl)piperazin-1-yl)-N,N-bis(pyridin-2-ylmethyl)ethan-1-amine